ClC1=CC(=C(C2=C1OC(O2)(C2CCN(CC2)CC(F)(F)F)C)C)C(=O)OC methyl 7-chloro-2,4-dimethyl-2-(1-(2,2,2-trifluoroethyl)piperidin-4-yl)benzo[d][1,3]dioxole-5-carboxylate